N-[[2-(3-fluoro-2-pyridinyl)-3-methyl-1H-indol-5-yl]methyl]-4-methyl-pyrimidine-5-carboxamide FC=1C(=NC=CC1)C=1NC2=CC=C(C=C2C1C)CNC(=O)C=1C(=NC=NC1)C